(2,5-dihydroxy-4-(3-sulfophenylaminocarbonyl)phenyl)acetic acid OC1=C(C=C(C(=C1)C(=O)NC1=CC(=CC=C1)S(=O)(=O)O)O)CC(=O)O